OCC1(COCC1)NC(=O)C1=C(OC2=C1C=C(C=C2)OCC2=CN=C(S2)C)C N-(3-(hydroxymethyl)tetrahydrofuran-3-yl)-2-methyl-5-((2-methylthiazol-5-yl)methoxy)benzofuran-3-carboxamide